ClC1=CC(=C(OCC2=NC=CC(=C2)[C@@H]2CN(CC2)CC2=NC3=C(N2C[C@H]2OCC2)C=CC=C3F)C=C1)F 2-(((R)-3-(2-((4-Chloro-2-fluorophenoxy)methyl)pyridin-4-yl)pyrrolidin-1-yl)methyl)-4-fluoro-1-(((S)-oxetan-2-yl)methyl)-1H-benzo[d]imidazole